2-(2,6-dimethyl-4-((3-methyl-5-oxo-1-(p-tolyl)-1,5-dihydro-4H-1,2,4-triazol-4-yl)methyl)phenoxy)-2-methylpropanoic acid CC1=C(OC(C(=O)O)(C)C)C(=CC(=C1)CN1C(=NN(C1=O)C1=CC=C(C=C1)C)C)C